4-methyl-N-(1-phenyloct-1-yn-4-yl)benzenesulfonamide n-butyl-chloroformate C(CCC)OC(=O)Cl.CC1=CC=C(C=C1)S(=O)(=O)NC(CC#CC1=CC=CC=C1)CCCC